(R)-2-(2-(benzyloxy)ethyl)-1-toluenesulfonyl-aziridine C(C1=CC=CC=C1)OCCC1[N@@](C1)S(=O)(=O)CC1=CC=CC=C1